C(C1=CC=CC=C1)OC(NC(C)(C)C=1C=NC(=CC1)NC1=NC=NC(=C1)NC1=C(C=CC=C1)S(=O)(=O)C)=O benzyl(2-(6-((6-((2-(methylsulfonyl)phenyl)amino)pyrimidin-4-yl)amino)pyridin-3-yl)propan-2-yl)carbamate